methyl 4-(1-methyl-4-(trifluoromethyl)-1H-imidazol-2-yl)benzoate CN1C(=NC(=C1)C(F)(F)F)C1=CC=C(C(=O)OC)C=C1